FCCN1CC(C1)NC1=NC=C(C=C1)NC1=NC2=C(C=CC=C2C=N1)C1=NC=CC(=C1)OCCN1CCOCC1 N2-(1-(2-fluoroethyl)azetidin-3-yl)-N5-(8-(4-(2-morpholinoethoxy)pyridin-2-yl)quinazolin-2-yl)pyridine-2,5-diamine